6-Chloro-5-(2-fluoro-5-hydroxy-phenyl)-1,7-di-methyl-3H-1,4-benzodiazepine-2-One ClC1=C(C=CC2=C1C(=NCC(N2C)=O)C2=C(C=CC(=C2)O)F)C